vanadium(II) monoxide [O-2].[V+2]